BrC1=CC=2C(=C(N=NC2)OCC2(CC2)S(=O)(=O)C2CC2)N(C1=O)C 3-bromo-8-((1-(cyclopropylsulfonyl)cyclopropyl)methoxy)-1-methylpyrido[2,3-d]pyridazin-2(1H)-one